2-methylhexane-3-sulfonic acid CC(C)C(CCC)S(=O)(=O)O